C1(CCCC1)CCC1CCCC1 1,2-dicyclopentylethane